ClC1=CC=C(COC2=CC=C3CCC(OC3=C2)C(=O)NOC2OCCCC2)C=C1 7-((4-Chlorobenzyl)oxy)-N-((tetrahydro-2H-pyran-2-yl)oxy)chromane-2-carboxamide